OC1=CC=C(C=CC2=CC=CC(=C2)O)C=C1 4',5-dihydroxy-stilbene